C12C(CC(CC1)C2)=O Bicyclo(2.2.1)heptan-2-one